2-fluoro-3-[N-(cyclopropylmethyl)-3-methyl-4-cyanobenzoylamino]benzoic acid FC1=C(C(=O)O)C=CC=C1N(CC1CC1)C(C1=CC(=C(C=C1)C#N)C)=O